N-(4-benzamidophenyl)-2-chlorobenzamide C(C1=CC=CC=C1)(=O)NC1=CC=C(C=C1)NC(C1=C(C=CC=C1)Cl)=O